propyl 4-(hexyl(methoxy carbonyl)amino)3-methylbutanoate C(CCCCC)N(CC(CC(=O)OCCC)C)C(=O)OC